[N+](=O)([O-])C=1C=C(C#N)C=CC1N1CCN(CC1)CC1=CSC=C1 3-nitro-4-(4-(thiophen-3-ylmethyl)piperazin-1-yl)benzonitrile